N[C@@H](C)C(=O)OC1(CCCC1)CC1=CC=C(C=C1)Cl 1-(4-chlorobenzyl)cyclopentyl alaninate